C(#N)C1=NC2=CC(=CC(=C2N=C1N1CCOC2(CC2)C1)[C@@H](C)NC1=C(C(=O)O)C=CC=C1)C (R)-2-((1-(2-cyano-7-methyl-3-(4-oxa-7-azaspiro[2.5]octan-7-yl)quinoxalin-5-yl)ethyl)amino)benzoic acid